2-fluoro-5-methanesulfonyl-4-methylbenzoic acid FC1=C(C(=O)O)C=C(C(=C1)C)S(=O)(=O)C